ClC=1C=C2C(=NC(N3C2=C(C1C1=C(C=C(C(=C1)Cl)F)F)SC[C@@H](C3)OC)=O)N3CCNCC3 (3R)-10-chloro-11-(5-chloro-2,4-difluorophenyl)-3-methoxy-8-(piperazin-1-yl)-3,4-dihydro-2H,6H-[1,4]thiazepino[2,3,4-ij]quinazolin-6-one